5-chlorospiro[indene-2,4'-piperidin]-1(3H)-one hydrochloride Cl.ClC=1C=C2CC3(CCNCC3)C(C2=CC1)=O